1-(3-chloro-cyclohexanyl)-4-nitrobenzene ClC1CC(CCC1)C1=CC=C(C=C1)[N+](=O)[O-]